C(C)(C)(C)OC(=O)N1CC(N(CC1)C(C1=CC=C(C=C1)F)C1=CC=C(C=C1)F)C(C)(C(C)C)O.OC1=CC=C(C=C1)C#CC1=C(C=CC=C1)CN1CCNCC1 4-[[2-[2-(4-hydroxyphenyl)ethynyl]phenyl]methyl]piperazin tert-butyl-4-(bis(4-fluorophenyl)methyl)-3-(2-hydroxy-3-methylbutan-2-yl)piperazine-1-carboxylate